B(OC(C)(C)C)(OC1=CC=C(C=C1)OCCOC)[O-] tert-butyl [4-(2-methoxyethoxy) phenyl] borate